2,3-dimethyl-4-((4-(4-n-pentylcyclohexyl)phenyl)ethynyl)benzene CC1=CC=CC(=C1C)C#CC1=CC=C(C=C1)C1CCC(CC1)CCCCC